CCCC(CCC)[NH3+] 4-Heptanaminium